3-[(4-methoxyphenyl)methyl]-2-oxo-1,3-oxazinane-5-carboxylic acid COC1=CC=C(C=C1)CN1C(OCC(C1)C(=O)O)=O